L-aspartic acid-ethyl-methylacrylamide C(C)C=C(C(=O)N)C.N[C@@H](CC(=O)O)C(=O)O